phosphooxazolidone P(=O)(=O)C1C(N=[C-]O1)=O